(4S)-Z-propenyl-pyrrolidine C(=C/C)/N1CCCC1